ClC1=C(C=CC=C1)CC(=O)NC1=CC(=C(C=C1)N1N=CC(=C1)CC(F)F)S(NCC1=C(C=C(C=C1)OC)OC)(=O)=O (2-chlorophenyl)-N-{4-[4-(2,2-difluoroethyl)-1H-pyrazol-1-yl]-3-[(2,4-dimethoxy-benzyl)sulfamoyl]phenyl}acetamide